ClC=1C(=C(C(=CC1)N1N=NN=C1)/C=C/C(=O)N[C@H](C(=O)NC1=CC=C(C(=O)O)C=C1)CC1=CC=C(C=C1)NC(=O)N1CCN(CC1)C)F (S,E)-4-(2-(3-(3-chloro-2-fluoro-6-(1H-tetrazol-1-yl)phenyl)acrylamido)-3-(4-(4-Methylpiperazine-1-amido)phenyl)propionamido)benzoic acid